2,6-bis(isothiocyanatomethyl)norbornane N(=C=S)CC1C2C(CC(C1)C2)CN=C=S